6,9-dioxo-1-phenyl-2,10-dioxa-5,8-diazadodec-11-yl isobutyrate C(C(C)C)(=O)OC(OC(NCC(NCCOCC1=CC=CC=C1)=O)=O)C